6-(2-bromo-1-((tert-butyldimethylsilyl)oxy)ethyl)benzo[d]oxazol-2(3H)-one BrCC(O[Si](C)(C)C(C)(C)C)C1=CC2=C(NC(O2)=O)C=C1